2-Naphthylmethacrylat C1=C(C=CC2=CC=CC=C12)OC(C(=C)C)=O